2-(3-((9Z,12Z)-octadeca-9,12-dien-1-yloxy)-5-pentadecylphenoxy)ethyl 4-chlorobutanoate ClCCCC(=O)OCCOC1=CC(=CC(=C1)CCCCCCCCCCCCCCC)OCCCCCCCC\C=C/C\C=C/CCCCC